arabinosyl-guanosine C1([C@@H](O)[C@H](O)[C@H](O)CO1)[C@@]1([C@H](O)[C@H](O)[C@@H](CO)O1)N1C=NC=2C(=O)NC(N)=NC12